2,2'-Biquinoline N1=C(C=CC2=CC=CC=C12)C1=NC2=CC=CC=C2C=C1